NC=1C=CC=2C=CC3=CC=C(C=C3C2C1)N 3,6-bis(amino)phenanthrene